6-(5-bromopyridin-2-yl)-2,6-diazaspiro[3.3]heptane-2-carboxylate BrC=1C=CC(=NC1)N1CC2(CN(C2)C(=O)[O-])C1